C12C(CC3C(C1)C(=O)OC3=O)C(=O)OC2=O 1,2,4,5-cyclohexane-tetracarboxylic-1,2:4,5-dianhydride